O=[N+]1CN=C(C(=C1)O)C1=CC=CC=C1 1-oxo-4-phenylpyrimidin-1-ium-5-ol